C1=CC(=CC=C1CC(C(=O)[O-])[NH3+])OP(=O)([O-])[O-] The molecule is an organophosphate oxoanion arising from deprotonation of the phospho and carboxy groups as well as protonation of the amino group of O(4)-phosphotyrosine It is a conjugate base of an O(4)-phosphotyrosine.